4-(3-amino-3-oxopropyl)phenyl-2-methylpropanoate NC(CCC1=CC=C(C=C1)OC(C(C)C)=O)=O